ClC=1C=C(C=C(C1)Cl)C1(CC(=NO1)C=1C=CC(=C(C#N)C1)N1N=CN=C1)C(F)(F)F 5-[5-(3,5-dichlorophenyl)-5-(trifluoromethyl)-4,5-dihydro-1,2-oxazol-3-yl]-2-(1H-1,2,4-triazol-1-yl)benzonitrile